8-(2-hydroxypropan-2-yl)-3-[1-(2,2,3,3,3-pentafluoropropyl)-1H-pyrazol-4-yl]-2-(trifluoromethyl)-4H-pyrido[1,2-a]pyrimidin-4-one OC(C)(C)C1=CC=2N(C(C(=C(N2)C(F)(F)F)C=2C=NN(C2)CC(C(F)(F)F)(F)F)=O)C=C1